(S)-N-(2-Methoxy-5-(((cis)-4-(trifluoromethyl)cyclohexyl)oxy)phenyl)-1-methyl-5-oxopyrrolidine-2-carboxamide COC1=C(C=C(C=C1)O[C@@H]1CC[C@@H](CC1)C(F)(F)F)NC(=O)[C@H]1N(C(CC1)=O)C